[Pd](Cl)Cl.CC1(C2=CC=CC=C2OC=2C=CC=CC12)C 9,9-dimethylxanthene palladium dichloride